COC(=O)[C@@H]1C[C@H](C2CC(CC(N12)=O)O)OC (1R,3S)-7-hydroxy-1-methoxy-5-oxooctahydroindolizine-3-carboxylic acid methyl ester